(2R)-4-[6-(5-isopropoxy-1H-indazol-3-yl)pyrimidin-4-yl]-2-(2-piperazin-1-ylethyl)morpholine C(C)(C)OC=1C=C2C(=NNC2=CC1)C1=CC(=NC=N1)N1C[C@H](OCC1)CCN1CCNCC1